C(C=C)N1N(C2=NC(=NC=C2C1=O)NC=1C=C2C(=NNC2=CC1)C)C1=NC(=CC=C1)OC1CCN(CC1)C 2-allyl-6-((3-methyl-1H-indazol-5-yl)amino)-1-(6-((1-methylpiperidin-4-yl)oxy)pyridin-2-yl)-1,2-dihydro-3H-pyrazolo[3,4-d]pyrimidin-3-one